2-Chloro-6-fluoro-4-(hydroxymethyl)benzonitrile ClC1=C(C#N)C(=CC(=C1)CO)F